N1=C(C=CC2=CC=CC=C12)S(=O)(=O)N CHINOLIN-SULFONAMID